(2,4-Dinitrophenyl)methanone [N+](=O)([O-])C1=C(C=CC(=C1)[N+](=O)[O-])C=O